1,2,3-propanetricarboxylic acid tris(3-isopropylcyclohexylamide) C(C)(C)C1CC(CCC1)NC(=O)CC(CC(=O)NC1CC(CCC1)C(C)C)C(=O)NC1CC(CCC1)C(C)C